(3S,4R)-3-fluoro-1-(4-((5-isopropyl-8-(1H-1,2,4-triazol-3-yl)-2,7-naphthyridin-3-yl)amino)pyrimidin-2-yl)-3-methylpiperidin-4-ol F[C@]1(CN(CC[C@H]1O)C1=NC=CC(=N1)NC=1N=CC2=C(N=CC(=C2C1)C(C)C)C1=NNC=N1)C